COC1=CC=C(C=C1)C2=COC3=CC(=CC(=C3C2=O)[O-])O[C@H]4[C@@H]([C@H]([C@@H]([C@H](O4)CO)O)O)O The molecule is a flavonoid oxoanion obtained by deprotonation of the 5-hydroxy group of biochanin A 7-O-beta-D-glucoside. It is the major microspecies at pH 7.3 (according to Marvin v 6.2.0.). It is a conjugate base of a biochanin A 7-O-beta-D-glucoside.